C(C)(C)(C)N(C(O)=O)C1=CNC2=CC=C(C=C12)O.C(C)(C)(C)NC1=NC=C(C=N1)C=1C=C(C(=O)N)C=CC1 3-{2-[(tert-butyl)amino]pyrimidin-5-yl}benzamide tert-Butyl-(5-hydroxy-1H-indol-3-yl)carbamate